4-(3-(pyrrolidine-1-carbonyl)-5-(trifluoromethyl)pyridin-2-yl)piperazine-1-carboxylic acid N1(CCCC1)C(=O)C=1C(=NC=C(C1)C(F)(F)F)N1CCN(CC1)C(=O)O